phenyl-dimethylgermanium C1(=CC=CC=C1)[Ge](C)C